2-(4-chloro-2-fluorophenoxy)-1-(4-((4-fluorophenyl)sulfonyl)piperazin-1-yl)-2-methylpropan-1-one ClC1=CC(=C(OC(C(=O)N2CCN(CC2)S(=O)(=O)C2=CC=C(C=C2)F)(C)C)C=C1)F